NC1=C(N=CN1C1=CC(=CC=C1)Cl)C(=O)OCC ethyl 5-amino-1-(m-chlorophenyl)-1H-imidazole-4-carboxylate